C(C)(C)(C)OC(=O)N(CCCC(=O)OC(C)(C)C)CCO tert-butyl 4-((tert-butoxycarbonyl)(2-hydroxyethyl)amino)butanoate